3-((2-(N-Bocamino)ethyl)amino)aniline C(=O)(OC(C)(C)C)NCCNC=1C=C(N)C=CC1